O1C=C(C=C1)/C=C/C(=O)O[C@H]1C(OC2=CC3=C(C=C2C1)C=CC(O3)=O)(C)C (R,E)-2,2-dimethyl-8-oxo-2,3,4,8-tetrahydropyrano[3,2-g]chromen-3-yl 3-(furan-3-yl)acrylate